[Ca+2].C(CCCCC(C)C)(=O)[O-].C(CCCCC(C)C)(=O)[O-] Isooctanoic acid calcium salt